FC1(C(CN(CC1)C(C(=O)NC=1N=CN(C1)CC1=CC(=CC(=C1)F)F)C)C1=CN(C(C=C1)=O)C)F 2-(4,4-difluoro-3-(1-methyl-6-oxo-1,6-dihydropyridin-3-yl)piperidin-1-yl)-N-(1-(3,5-difluorobenzyl)-1H-imidazol-4-yl)propanamide